FC(CN1CC(C1)N1N=CC2=C1N(C(C=1C=C(C=CC21)C)=O)C)F 3-(1-(2,2-difluoroethyl)azetidin-3-yl)-4,7-dimethyl-3,4-dihydro-5H-pyrazolo[3,4-c]isoquinolin-5-one